methyl 2-(1-(cyclopropylmethyl)-6-(methylsulfonamido)-1H-pyrrolo[2,3-b]pyridin-2-yl)-7-methoxy-1-methyl-1H-benzo[d]imidazole-5-carboxylate C1(CC1)CN1C(=CC=2C1=NC(=CC2)NS(=O)(=O)C)C2=NC1=C(N2C)C(=CC(=C1)C(=O)OC)OC